C(#N)[C@H](C[C@@H]1C(NCCC1)=O)NC(=O)[C@H]1N(C[C@@H]2[C@H]1CC(C2)(F)F)C(=O)C2(C1=CC=CC=C1C=1C=CC=CC21)O (1S,3aS,6aR)-N-((S)-1-cyano-2-((R)-2-oxopiperidin-3-yl)ethyl)-5,5-difluoro-2-(9-hydroxy-9H-fluorene-9-carbonyl)octahydrocyclopenta[c]pyrrole-1-carboxamide